C(#N)C1=CC(=C(OCC=2C=C(O[C@@H]3C[C@@H](N(CC3)CC3=NC4=C(N3C[C@H]3OCC3)C=C(C=C4)C(=O)O)C)C=CC2)C=C1)F 2-{[(2S,4S)-4-{3-[(4-cyano-2-fluorophenoxy)methyl]phenoxy}-2-methylpiperidin-1-yl]methyl}-1-{[(2S)-oxetan-2-yl]methyl}-1H-1,3-benzodiazole-6-carboxylic acid